CC1=C(C=C(C=C1)C(NC1=CC(=CC=C1)C(F)(F)F)=O)C1CN(CC1)C1=CC=NC=C1 4-(3-(2-methyl-5-((3-(trifluoromethyl)phenyl)carbamoyl)phenyl)pyrrolidin-1-yl)pyridine